1,3-dimethyl-4-(p-toluenesulfonyl)-1H-pyrazol-5-amine CN1N=C(C(=C1N)S(=O)(=O)C1=CC=C(C)C=C1)C